OC12OC3=C(C1(C(C1=CC=CC=C12)=O)NC(C(CCSC)=O)=O)C=CC(=C3)C(C)C N-(4b-hydroxy-7-isopropyl-10-oxo-9b,10-dihydro-4bH-indeno[1,2-b]benzofuran-9b-yl)-4-(methyl-thio)-2-oxobutanamide